NC=1C=C(C=CC1[N+](=O)[O-])N1CCC(CC1)N1C(C=C(C=C1)[C@@H]1CN(C2(CC2)C1)C(=O)OC(C)(C)C)=O tert-butyl (R)-6-(1-(1-(3-amino-4-nitrophenyl)piperidin-4-yl)-2-oxo-1,2-dihydropyridin-4-yl)-4-azaspiro[2.4]heptane-4-carboxylate